OC1(OC2=CC=CC=C2C(C1)=O)C1=CC=C(C=C1)OC Hydroxy-4'-methoxyflavanone